ClC=1C(=CC(=NC1)OC)C1=CC(=NN1)C(=O)N1CCC(CC1)C(=O)NCC=1N=C2N(C=CC=C2)C1 1-(5-(5-chloro-2-methoxypyridin-4-yl)-1H-pyrazole-3-carbonyl)-N-(imidazo[1,2-a]pyridin-2-ylmethyl)piperidine-4-carboxamide